CC1=CC=C(C=C1)CN1[C@H](CCC1=O)CC(=O)N[C@H](C(=O)O)CC1=CC=CC=C1 (2S)-2-[[2-[(2R)-1-[(4-methylphenyl)methyl]-5-oxopyrrolidin-2-yl]acetyl]amino]-3-phenylpropionic acid